Linoleylamin C(CCCCCCC\C=C/C\C=C/CCCCC)N